FC(S(=O)(=O)[O-])(F)F.FC(S(=O)(=O)[O-])(F)F.[Na+].[Na+] sodium bis(trifluoromethanesulfonate)